C(C)(C)(C)OC(=O)N1C=CC2=C(C(=CC(=C12)C)OC)CN1C(CC2(CC(C2)(F)F)CC1)C1=CC=C(C=C1)C(=O)OC 4-((2,2-difluoro-6-(4-(methoxycarbonyl)phenyl)-7-azaspiro[3.5]non-7-yl)methyl)-5-methoxy-7-methyl-1H-indole-1-carboxylic acid tert-butyl ester